C(C1=CC=CC=C1)OC(=O)NC(C(=O)OC)P(=O)(OC)OC methyl 2-{[(benzyloxy)carbonyl]amino}-2-(dimethoxyphosphoryl)acetate